(±)-tert-butyl ((1S*,2S*,5R*)-2-fluoro-5-hydroxycyclohexyl)carbamate F[C@@H]1[C@H](C[C@@H](CC1)O)NC(OC(C)(C)C)=O |r|